C1NCC12COC(OC2)CCN(C2=NC=C(C#N)C=C2)CC2=C(C=C(C=C2F)Cl)F 6-((2-(6,8-dioxa-2-azaspiro[3.5]nonan-7-yl)ethyl)(4-chloro-2,6-difluorobenzyl)amino)nicotinonitrile